pyran-5(2H)-one O1CC=CC(C1)=O